5-(5,7-dichloro-6-(2-chloroethoxy)-3,4-dihydronaphthalen-1-yl)-1H-indazole ClC1=C2CCC=C(C2=CC(=C1OCCCl)Cl)C=1C=C2C=NNC2=CC1